2-(6-(5,5-dimethyl-6,7-dihydro-5H-pyrrolo[2,1-c][1,2,4]triazol-3-yl)pyridin-2-yl)-4-((methylamino)methyl)-6-morpholinyl-2,3-Dihydro-1H-pyrrolo[3,4-c]pyridin-1-one CC1(CCC2=NN=C(N21)C2=CC=CC(=N2)N2CC=1C(=NC(=CC1C2=O)N2CCOCC2)CNC)C